(2S,3S)-3-(4-(Tert-butyl)phenyl)-N,N-dimethyl-2-(phenylamino)butanamide C(C)(C)(C)C1=CC=C(C=C1)[C@@H]([C@@H](C(=O)N(C)C)NC1=CC=CC=C1)C